2,2-dichlorobutyryl chloride ClC(C(=O)Cl)(CC)Cl